N,N,6,7-tetramethyl-2,3-dihydro-1H-pyrrolo[3,4-c]pyridin-4-amine, dihydrochloride salt Cl.Cl.CN(C1=NC(=C(C2=C1CNC2)C)C)C